(±)-(3R,4R)-ethyl 1-benzyl-4-(trifluoromethyl)pyrrolidine-3-carboxylate C(C1=CC=CC=C1)N1C[C@@H]([C@H](C1)C(F)(F)F)C(=O)OCC |r|